(6-((2'H,4'H-spiro[cyclobutane-1,3'-pyrido[3,2-b][1,4]oxazin]-8'-yl)thio)-3-(4-(1-aminoethyl)-4-methylpiperidin-1-yl)pyrazin-2-yl)methanol O1C2=C(NC3(C1)CCC3)N=CC=C2SC2=CN=C(C(=N2)CO)N2CCC(CC2)(C)C(C)N